1-(7-chloro-2-iodopyrazolo[1,5-a]pyridin-3-yl)ethane ClC1=CC=CC=2N1N=C(C2CC)I